1-(tert-butyldimethylsilyl)-2-nonyn-1-one [Si](C)(C)(C(C)(C)C)C(C#CCCCCCC)=O